2-[3-[5-fluoro-2-(4-fluorophenyl)-1H-indol-3-yl]propyl]isoindoline-1,3-dione FC=1C=C2C(=C(NC2=CC1)C1=CC=C(C=C1)F)CCCN1C(C2=CC=CC=C2C1=O)=O